ClC1=C(C=CC=C1)[C@@H]([C@@H](C(=O)OCC)CSC1=CC=CC=C1)O ethyl (2S,3R)-3-(2-chlorophenyl)-3-hydroxy-2-(phenylsulphanylmethyl)propanoate